N-[5-(1H-benzimidazol-2-yl)-1-methyl-pyrazol-3-yl]-2-methyl-6-[4-(oxetan-3-yl)piperazin-1-yl]pyridine-3-carboxamide N1C(=NC2=C1C=CC=C2)C2=CC(=NN2C)NC(=O)C=2C(=NC(=CC2)N2CCN(CC2)C2COC2)C